C(=O)(O)C(CO)NCC=1N=NN(C1)CCCOC=1C(=C(C=CC1)C1=C(C(=CC=C1)COC1=CC(=C(CN[C@@H](CO)C(=O)O)C=C1Cl)OC)C)C (4-((3'-(3-(4-(((1-carboxy-2-hydroxyethyl)amino)methyl)-1H-1,2,3-triazol-1-yl)propaneoxy)-2,2'-dimethyl-[1,1'-biphenyl]-3-yl)methoxy)-5-chloro-2-methoxybenzyl)serine